C1(CC1)C(=O)NC1=CC(=C(N=N1)C(=O)NC([2H])([2H])[2H])NC1=C(C(=CC(=C1)F)C1=NN(N=C1)C1CC1)OC 6-cyclopropaneamido-4-{[3-(2-cyclopropyl-2H-1,2,3-triazol-4-yl)-5-fluoro-2-methoxyphenyl]amino}-N-(2H3)methylpyridazine-3-carboxamide